C(CCCC)C[SiH](OC)OC 1-amyl-methyl-dimethoxysilane